Ethyl 2-((1R,3R)-3-((2S,3S)-2-azido-3-methylpentanamido)-1-hydroxy-4-methylpentyl)thiazole-4-carboxylate N(=[N+]=[N-])[C@H](C(=O)N[C@H](C[C@@H](O)C=1SC=C(N1)C(=O)OCC)C(C)C)[C@H](CC)C